(((2R,3S,4R,5R)-5-(4-((S)-2-amino-3-(4-fluorophenyl)propanamido)pyrrolo[2,1-f][1,2,4]triazin-7-yl)-5-cyano-4-hydroxy-2-(hydroxymethyl)tetrahydrofuran-3-yl)oxy)methyl pivalate C(C(C)(C)C)(=O)OCO[C@@H]1[C@H](O[C@@]([C@@H]1O)(C#N)C1=CC=C2C(=NC=NN21)NC([C@H](CC2=CC=C(C=C2)F)N)=O)CO